methyl 6-(chlorosulfonyl)-3-fluoro-2-methoxybenzoate ClS(=O)(=O)C1=CC=C(C(=C1C(=O)OC)OC)F